2-(4-boronophenyl)-2-methylpropanoic acid B(O)(O)C1=CC=C(C=C1)C(C(=O)O)(C)C